C(C=C)(=O)OCCCCCCCCCCCC[P+](C)(C)C acryloyloxydodecyltrimethylphosphonium